FC1=C(C(=CC=C1)O)C1=C(C(=O)O)C=CN=C1 3-(2-fluoro-6-hydroxyphenyl)isonicotinic acid